CC(C(C(=O)N)N(C(CCNC)=O)C)C 3-methyl-2-(N-methyl-3-(methylamino)propionamido)butanamide